FC(CO)(F)S(=O)(=O)C=1C=C(C=CC1)O 3-((1,1-difluoro-2-hydroxyethyl)sulfonyl)phenol